CN1C(N(C2=C1C=C(C=C2)C2=CC=C(C=C2)N2C[C@@H](CC2)CN(C2CCNCC2)C)C2C(NC(CC2)=O)=O)=O 3-(3-methyl-5-{4-[(3S)-3-{[methyl(piperidin-4-yl)amino]methyl}pyrrolidin-1-yl]phenyl}-2-oxo-1,3-benzodiazol-1-yl)piperidine-2,6-dione